4-[4-(3-pyridyl)-benzyl]-pyrrolo[1,2-b]pyridazine-2-carboxamide N1=CC(=CC=C1)C1=CC=C(CC=2C=3N(N=C(C2)C(=O)N)C=CC3)C=C1